(Z)-4-bromo-3-(2-(2-fluoropyridin-3-yl)vinyl)benzonitrile BrC1=C(C=C(C#N)C=C1)\C=C/C=1C(=NC=CC1)F